C(C)C1=NC2=CC=CC=C2C(=N1)N ethyl-quinazolin-4-amine